N1=NC=CC2=CC(=CC=C12)C1=CNC=2N=C(N=C(C21)OC)N[C@H]2CCCN(C2)C (S)-5-((5-(cinnolin-6-yl)-4-methoxy-7H-pyrrolo[2,3-d]pyrimidin-2-yl)amino)-1-methylpiperidin